N(=[N+]=[N-])CC=1C(=CC=C2C(=CC=NC12)C1=CC=CC=C1)Br 8-(Azidomethyl)-7-bromo-4-phenylquinoline